BrC=1C=NN(C1)C1=CC(=C(C(=C1)F)C=1N=C2N(C=CC(=C2)C)C1C[C@H]1CNCCO1)F (S)-2-((2-(4-(4-bromo-1H-pyrazol-1-yl)-2,6-difluorophenyl)-7-methylimidazo[1,2-a]pyridin-3-yl)methyl)morpholine